C(C)NC(=O)N1[C@H]([C@H](CCC1)NS(=O)(=O)C)CO[C@@H]1C[C@@H](C1)C1=CC=C(C=C1)C(F)(F)F cis-N-ethyl-3-((methylsulfonyl)amino)-2-(((cis-3-(4-(trifluoromethyl)phenyl)-cyclobutyl)oxy)methyl)piperidine-1-carboxamide